rac-tert-butyl N-[5-[[2-[(2R,5S)-2-(1-acetyl-3-piperidyl)-5-methyl-1-piperidyl]-2-oxo-acetyl]amino]-3-methyl-2-pyridyl]carbamate C(C)(=O)N1C[C@@H](CCC1)[C@@H]1N(C[C@H](CC1)C)C(C(=O)NC=1C=C(C(=NC1)NC(OC(C)(C)C)=O)C)=O |&1:5|